heptane dihydroxide [OH-].[OH-].CCCCCCC